ClC1=C(C=CC=C1)CC(=O)NC1=CC(=C(C=C1)C1=NN(C(=C1)C(C)(C)O)C)S(N)(=O)=O 2-(2-Chlorophenyl)-N-{4-[5-(2-hydroxypropan-2-yl)-1-methyl-1H-pyrazol-3-yl]-3-sulfamoylphenyl}acetamide